C(C)OC(CC(CC=C)CCC)=O 3-propyl-5-hexenoic acid ethyl ester